ClC=1C=C2C(=NN1)NC[C@@]1(N2C[C@@H](C1)N)CF (6aR,8R)-2-chloro-6a-(fluoromethyl)-5,6,6a,7,8,9-hexahydropyrrolo[1',2':4,5]-pyrazino[2,3-c]pyridazin-8-amine